C(C)(=O)N1C(=NC2=C1C=CC=C2)C(=O)C2N(CCNC2)C(=O)NC2=CC(=CC=C2)Cl (1-acetyl-1H-benzo[d]imidazole-2-carbonyl)-N-(3-chlorophenyl)piperazine-1-carboxamide